7-methyl-2-((4-methyl-6-(trifluoromethoxy)pyridine-3-yl)amino)-9-(tetrahydro-2H-pyran-4-yl)-7,9-dihydro-8H-purin-8-one CN1C(N(C2=NC(=NC=C12)NC=1C=NC(=CC1C)OC(F)(F)F)C1CCOCC1)=O